BrC=1C(=NC(=CC1)Cl)CBr bromo-2-(bromomethyl)-6-chloropyridine